(4-(1-methyl-4-(trifluoromethyl)-1H-imidazol-2-yl)phenyl)boronic acid CN1C(=NC(=C1)C(F)(F)F)C1=CC=C(C=C1)B(O)O